C(C)(C)(C)OC(=O)NC1(CC1)CC(=O)OC methyl 2-(1-((tert-butoxycarbonyl)amino)cyclopropyl)acetate